C(C1=CC=CC=C1)(=O)O[C@@H]1[C@@H](OCC1)CO (2S,3S)-2-(hydroxymethyl)oxolan-3-yl benzoate